C1(CC1)C=1SC(=CN1)C=1C=C(C=CC1)N(C(=O)[C@@H]1CC[C@H](CC1)C(=O)O)C[C@@H]1CC[C@H](CC1)C1=NC(=C(C=C1)OC)C trans-4-((3-(2-Cyclopropylthiazol-5-yl)phenyl)((trans-4-(5-methoxy-6-methylpyridin-2-yl)cyclohexyl)-methyl)carbamoyl)cyclohexanecarboxylic acid